(8r,9r)-5-fluoro-8-(4-fluorophenyl)-9-(2-methyl-4-oxo-1,3-diazaspiro-[4.4]non-1-en-3-yl)-8,9-dihydro-2H-pyrido[4,3,2-de]phthalazin-3(7H)-one FC=1C=C2C=3C(=NNC(C3C1)=O)[C@@H]([C@H](N2)C2=CC=C(C=C2)F)N2C(=NC1(C2=O)CCCC1)C